1-Cyclobutylmethyl-indoline-2,3-dione C1(CCC1)CN1C(C(C2=CC=CC=C12)=O)=O